FC1=CC=C(C=C1)[C@@H](C1CCNCC1)N1N=C(N=N1)C |r| (R/S)-4-((4-fluorophenyl)(5-methyl-2H-tetrazol-2-yl)methyl)piperidine